2-hydroxy-2-(tetrahydro-2H-pyran-4-yl)acetonitrile OC(C#N)C1CCOCC1